6-(6-amino-4-(5-methylfuran-2-yl)-1H-pyrazolo[3,4-d]pyrimidin-1-yl)-N-hydroxyhexanamide NC1=NC(=C2C(=N1)N(N=C2)CCCCCC(=O)NO)C=2OC(=CC2)C